O1[C@H](COCC1)CN1N=C2C3=C(C[C@H](C2=C1)C)OC(=C3C(F)(F)F)C(=O)NCC3=NC=C(N=C3)C (4R)-2-{[(2S)-1,4-Dioxan-2-yl]methyl}-4-methyl-N-[(5-methylpyrazin-2-yl)methyl]-8-(trifluoromethyl)-4,5-dihydro-2H-furo[2,3-g]indazol-7-carboxamid